C=12C(=CC=CC1)COC2 xylylene oxide